NC1=NC=2C=CC(=CC2C2=C1C=NN2C)C(=O)N(CC=2C=NC(=CC2)C(F)(F)F)N2[C@H]1CC[C@@H](C2=O)C1 4-amino-1-methyl-N-[(1S,4R)-3-oxo-2-azabicyclo[2.2.1]heptan-2-yl]-N-[[6-(trifluoromethyl)-3-pyridyl]methyl]pyrazolo[4,3-c]quinoline-8-carboxamide